5-ethyl-N-(4-(1-methoxy-2-(methylamino)ethyl)phenyl)-4-methyl-1H-pyrazole-3-carboxamide C(C)C1=C(C(=NN1)C(=O)NC1=CC=C(C=C1)C(CNC)OC)C